1,2,5-thiadiazolopyrrole N=1SN=C2C1C=CN2